C(C)OC(=O)C1=CN(C2=C(C(=C(C=C2C1=O)F)F)OC)C1CC1 1-cyclopropyl-6,7-difluoro-8-methoxy-4-oxoquinoline-3-carboxylic acid ethyl ester